ClC1=C(C(=NN1C)C1=NC=CC=C1)CN1CC(CCCC1)NCCC(C)(C)C 1-((5-Chloro-1-methyl-3-(pyridin-2-yl)-1H-pyrazol-4-yl)methyl)-N-(3,3-dimethylbutyl)azepan-3-amine